C1(CC1)COCC(CO)N1CCN(CC1)C1=CC(=C2C(=N1)C(=CS2)C(=O)NC)C(F)(F)F 5-(4-(1-(cyclopropylmethoxy)-3-hydroxypropan-2-yl)piperazin-1-yl)-N-methyl-7-(trifluoromethyl)thieno[3,2-b]pyridine-3-carboxamide